lactose mono-hydrate O.OC1[C@H](O)[C@@H](O)[C@H](O[C@H]2[C@H](O)[C@@H](O)[C@@H](O)[C@H](O2)CO)[C@H](O1)CO